(2R,4aR,9aR)-5-hydroxy-7-(2-(5-hydroxy-2,2-dimethylchroman-7-yl)ethyl)-1,1,4a-trimethyl-2,3,4,4a,9,9a-hexahydro-1H-xanthen-2-yl formate C(=O)O[C@H]1C([C@H]2CC3=CC(=CC(=C3O[C@@]2(CC1)C)O)CCC1=CC(=C2CCC(OC2=C1)(C)C)O)(C)C